2-(2,2-Dibromovinyl)thiophene BrC(=CC=1SC=CC1)Br